BrC=1N=C(N2C1C(=NC=C2)Cl)C2CN(CCC2)C(=O)[O-] 3-(1-bromo-8-chloro-imidazo[1,5-a]pyrazin-3-yl)piperidine-1-carboxylate